C1(=CC=CC=C1)N1N=CC=C1C1=CC=CC=C1 1,5-diphenylpyrazole